C(C)N1C(C(C(C2=CC(=CC=C12)C=1C=NN(C1)CC1=CC(=C(C=C1)C(F)(F)F)F)=O)O)=O 1-ethyl-6-(1-(3-fluoro-4-(trifluoromethyl)benzyl)-1H-pyrazol-4-yl)-3-hydroxyquinoline-2,4(1H,3H)-dione